6-methoxy-2-(4-methyl-1,4-diazepan-1-yl)-7-(3-(pyrrolidin-1-yl)propoxy)-N-(tetrahydro-2H-pyran-4-yl)quinazolin-4-amine COC=1C=C2C(=NC(=NC2=CC1OCCCN1CCCC1)N1CCN(CCC1)C)NC1CCOCC1